1-methyl-1-(3-triethoxysilylpropyl)piperidinium C[N+]1(CCCCC1)CCC[Si](OCC)(OCC)OCC